1-cyano-1,3,3-trimethyl-cyclohex-4-ene C(#N)C1(CC(C=CC1)(C)C)C